tert-butyl 4-(6-{8-fluoro-2-methylimidazo[1,2-a]pyridin-6-yl}-4-oxothieno[3,2-d]pyrimidin-3-yl)azepane-1-carboxylate FC=1C=2N(C=C(C1)C1=CC=3N=CN(C(C3S1)=O)C1CCN(CCC1)C(=O)OC(C)(C)C)C=C(N2)C